7-(2-chloro-5-fluoropyrimidin-4-yl)-3-(2-hydroxypropan-2-yl)-1-isopropylquinolin-4(1H)-one ClC1=NC=C(C(=N1)C1=CC=C2C(C(=CN(C2=C1)C(C)C)C(C)(C)O)=O)F